3-(3,5-Dimethylphenyl)-1-propylpiperidine CC=1C=C(C=C(C1)C)C1CN(CCC1)CCC